2-((1E,3E)-4-(6-([11C]methylamino)pyridine-3-yl)buta-1,3-dienyl)benz[d]thiazole-6-ol [11CH3]NC1=CC=C(C=N1)/C=C/C=C/C=1SC2=C(N1)C=CC(=C2)O